C1(CC1)C1=NC=NC(=C1C1=NC=C(C(=N1)OCC1=CC(=C(C=C1)C=1N(C=C(N1)C(F)(F)F)C(C)C)F)C(C)O)OC 1-[2-(4-Cyclopropyl-6-methoxy-pyrimidin-5-yl)-4-[[3-fluoro-4-[1-isopropyl-4-(trifluoromethyl)imidazol-2-yl]phenyl]methoxy]pyrimidin-5-yl]ethanol